BrC=1C(=CC(N(C1)CC1(CCN(CC12CCCC2)C(=O)OC(C)(C)C)O)=O)Cl tert-Butyl 10-((5-bromo-4-chloro-2-oxopyridin-1(2H)-yl)methyl)-10-hydroxy-7-azaspiro[4.5]decane-7-carboxylate